5-((2-phenylthiazol-4-yl)methoxy)pyridazin-3-ylcyclopropane-1-carboxamide C1(=CC=CC=C1)C=1SC=C(N1)COC=1C=C(N=NC1)C1(CC1)C(=O)N